4-((2-((4-((2-azidoethoxy)methyl)benzyl)oxy)ethyl)thio)-1-oxoisoindolin N(=[N+]=[N-])CCOCC1=CC=C(COCCSC2=C3CNC(C3=CC=C2)=O)C=C1